C(OC=1C=C(C=C(C1)OC([2H])([2H])[2H])[C@@H](CNC(=O)C1=NC(=CN=C1)C=1C=NC(=CC1)OC(F)F)O)([2H])([2H])[2H] (S)-N-(2-(3,5-bis(methoxy-d3)phenyl)-2-hydroxyethyl)-6-(6-(difluoromethoxy)pyridin-3-yl)pyrazine-2-carboxamide